[Li].[Ni].[Fe] iron-nickel-lithium